(1s,3r)-3-acetamido-N-(4-(5,5-dimethyl-4,5,6,7-tetrahydropyrazolo[1,5-a]pyridin-3-yl)pyridin-2-yl)cyclohexanecarboxamide C(C)(=O)N[C@H]1C[C@H](CCC1)C(=O)NC1=NC=CC(=C1)C=1C=NN2C1CC(CC2)(C)C